FC(S(=O)(=O)OC=1C2=C(N=C(N1)SC)CC(OC2)C2=C(C(=CC=C2C(F)(F)F)N(CC2=CC=C(C=C2)OC)CC2=CC=C(C=C2)OC)F)(F)F [7-[3-[bis[(4-methoxyphenyl)methyl]amino]-2-fluoro-6-(trifluoromethyl)phenyl]-2-methylsulfanyl-7,8-dihydro-5H-pyrano[4,3-d]pyrimidin-4-yl] trifluoromethanesulfonate